CC1C=C2CCCCCCCC(C1)O2 11-methyl-13-oxabicyclo[7.3.1]tridec-9-ene